5-cyano-N-(3-(isoxazol-4-yl)-1H-indazol-5-yl)-3,4-dimethylpicolinamide C(#N)C=1C(=C(C(=NC1)C(=O)NC=1C=C2C(=NNC2=CC1)C=1C=NOC1)C)C